lithium methylpropanesulfonate COS(=O)(=O)CCC.[Li]